C(C1=CC=CC=C1)(C1=CC=CC=C1)N1CCC(CC1)NCC(=O)NCC(=O)NC/C=C/C(=O)OC methyl (E)-4-(2-(2-((1-benzhydrylpiperidin-4-yl)amino)acetamido)acetamido)but-2-enoate